bis[[3,5-di-tert-butyl-4-hydroxyphenyl] methyl] butylmalonate C(CCC)C(C(=O)OCC1=CC(=C(C(=C1)C(C)(C)C)O)C(C)(C)C)C(=O)OCC1=CC(=C(C(=C1)C(C)(C)C)O)C(C)(C)C